ClC1=CC2=C(N=N1)N(C=C2)CC2CCNCC2 3-chloro-7-(4-piperidylmethyl)pyrrolo[2,3-c]pyridazine